N-(3-((3-methyl-5-propylisoxazol-4-yl)methoxy)benzoyl)quinoline-2-carbohydrazide CC1=NOC(=C1COC=1C=C(C(=O)N(N)C(=O)C2=NC3=CC=CC=C3C=C2)C=CC1)CCC